(4-(6-(((S)-tetrahydrofurane-3-yl)oxy)benzo[d]oxazol-2-yl)pyridin-2-yl)methanone O1C[C@H](CC1)OC1=CC2=C(N=C(O2)C2=CC(=NC=C2)C=O)C=C1